C(C1=CC=CC=C1)NS(=O)(=O)C1=CC(=CC(=C1)C)C1=NC2=C(C=CN=C2C=C1)Cl N-benzyl-3-(8-chloro-1,5-naphthyridin-2-yl)-5-methylbenzenesulfonamide